Methyl 2-(7,8-dichloro-10-(cyanomethyl)-2-oxo-1,2,3,4,5,6-hexahydroazepino[4,5-b]indol-5-yl)acetate ClC1=C(C=C(C=2C3=C(NC12)C(CNC(C3)=O)CC(=O)OC)CC#N)Cl